3-Pentadecene CCC=CCCCCCCCCCCC